2-chloro-N-(1-cyclohexyl-1H-imidazol-4-yl)pyrrolo[2,1-f][1,2,4]triazin-4-amine ClC1=NN2C(C(=N1)NC=1N=CN(C1)C1CCCCC1)=CC=C2